2-chloro-6,7-dimethyl-4-[3-(trifluoromethyl)-1-bicyclo[1.1.1]pentanyl]pteridine ClC1=NC2=NC(=C(N=C2C(=N1)C12CC(C1)(C2)C(F)(F)F)C)C